3-[4-[5-(Trifluoromethyl)pyrimidin-2-yl]piperazine-1-carbonyl]azetidine-1-carboxylic acid tert-butyl ester C(C)(C)(C)OC(=O)N1CC(C1)C(=O)N1CCN(CC1)C1=NC=C(C=N1)C(F)(F)F